O(C1=CC=CC=C1)C(=O)C1C2C3C4C=CC(C3C(C1)C2)C4 8-Phenoxycarbonyl-tetracyclo[4.4.0.12,5.17,10]-3-dodecene